4-(3-(1-(4-amino-3-methyl-1H-pyrazolo[3,4-d]pyrimidin-1-yl)ethyl)-5-chloro-2-ethoxy-6-fluorophenyl)pyrrolidin-2-one hydrochloric acid salt Cl.NC1=C2C(=NC=N1)N(N=C2C)C(C)C=2C(=C(C(=C(C2)Cl)F)C2CC(NC2)=O)OCC